C(=C)C=1C=CC=C(C(=O)N)C1 5-vinylbenzamide